OC1=CC=C2C=C(C(OC2=C1)=O)C(F)(F)F 7-hydroxy-3-(trifluoromethyl)-coumarin